2,3,4-trimethoxy-5-(3,4,5-trimethoxyphenyl)pyrimido[2',1':2,3]imidazo[4,5-c]isoquinoline COC=1C=C2C3=C(N=C(C2=C(C1OC)OC)C1=CC(=C(C(=C1)OC)OC)OC)N1C(=N3)N=CC=C1